BrC1=CN(C=2N=CN=C(C21)C)[C@H]2[C@@H]([C@@H]([C@H](C2)CNCCCNCCC2=CC=CC=C2)O)O (1R,2S,3R,5R)-3-{5-bromo-4-methylpyrrolo[2,3-d]pyrimidin-7-yl}-5-[({3-[(2-phenylethyl)amino]propyl}amino)methyl]cyclopentane-1,2-diol